mono-iso-butylamine C(C(C)C)N